3-(3,5-ditert-butyl-4-hydroxyphenyl)-propionate C(C)(C)(C)C=1C=C(C=C(C1O)C(C)(C)C)CCC(=O)[O-]